(S,Z)-(2-((2-Hydroxyethoxy)methyl)-4-(methoxyimino)pyrrolidin-1-yl)(2'-methyl-[1,1'-biphenyl]-4-yl)methanone OCCOC[C@H]1N(C\C(\C1)=N/OC)C(=O)C1=CC=C(C=C1)C1=C(C=CC=C1)C